ClC1=C(C=CC=C1)N1C=2N(C3=C(C1=O)C=NC(=N3)NC3=CC=C(C=C3)N(C)CCCN(C)C)C=CN2 6-(2-chlorophenyl)-2-[(4-{[3-(dimethylamino)propyl](methyl)amino}phenyl)amino]imidazo[1,2-a]pyrimido[5,4-e]pyrimidin-5(6H)-one